benzyl 4-[2-(1-tert-butoxycarbonyl-4-piperidyl)ethyl]-4-fluoro-piperidine-1-carboxylate C(C)(C)(C)OC(=O)N1CCC(CC1)CCC1(CCN(CC1)C(=O)OCC1=CC=CC=C1)F